ClC=1C=CC(=C(C1)N1N=C(C=2C=NC(=CC21)C=2C=NN1C2N=CC=C1)NC(CN(C(OC(C)(C)C)=O)C)=O)OC tert-butyl (2-((1-(5-Chloro-2-methoxyphenyl)-6-(pyrazolo[1,5-a]pyrimidin-3-yl)-1H-pyrazolo[4,3-c]pyridin-3-yl)amino)-2-oxoethyl)(methyl)carbamate